[Fe+3].CC1=C(C(C=O)=C(C=C1)[2H])[2H] 3-methyl-benzaldehyde-2,6-d2 iron (iii)